(S)-2-(1-Cyclopropylethyl)-5-(2-(5-(3-hydroxyazetidine-1-carbonyl)-4-methyl-1H-imidazol-2-yl)pyridin-4-yl)-7-(methylsulfonyl)isoindolin-1-one C1(CC1)[C@H](C)N1C(C2=C(C=C(C=C2C1)C1=CC(=NC=C1)C=1NC(=C(N1)C)C(=O)N1CC(C1)O)S(=O)(=O)C)=O